trimercaptosilane S[SiH](S)S